CC1=C(C=C(C(=O)NC2=CC(=CC(=C2)C(F)(F)F)N2C=NC(=C2)C)C=C1)CNC=1C=NC=NC1 4-methyl-N-(3-(4-methyl-1H-imidazol-1-yl)-5-(trifluoromethyl)phenyl)-3-((pyrimidin-5-ylamino)methyl)benzamide